6-(6-((E)-2-(5-cyclopropyl-3-(3,5-dichloropyridin-4-yl)isoxazol-4-yl)vinyl)-2-azaspiro[3.3]heptan-2-yl)-4-((1s,3s)-3-fluorocyclobutoxy)quinoline C1(CC1)C1=C(C(=NO1)C1=C(C=NC=C1Cl)Cl)/C=C/C1CC2(CN(C2)C=2C=C3C(=CC=NC3=CC2)OC2CC(C2)F)C1